1-(4-hydroxyphenyl)ethanone tert-butyl-3-(3-bromo-4-pyridyl)-3-fluoro-azetidine-1-carboxylate C(C)(C)(C)OC(=O)N1CC(C1)(F)C1=C(C=NC=C1)Br.OC1=CC=C(C=C1)C(C)=O